Cl.COC1=CC2=C(C=C(O2)C=2N=C3SC(=CN3C2)C)C(=C1)OC[C@H]1NCCC1 (S)-6-(6-methoxy-4-(pyrrolidin-2-ylmethoxy)benzofuran-2-yl)-2-methylimidazo[2,1-b]thiazole hydrochloride